ClC1=C(CC2OC3=C(C2=O)C=CC(=C3)O)C=C(C=C1)[N+](=O)[O-] 2-(2-chloro-5-nitrobenzyl)-6-hydroxybenzofuran-3(2H)-one